(3-Fluoro-3-(5-(6-(trifluoromethyl)pyridin-2-yl)-1,3,4-thiadiazol-2-yl)piperidin-1-yl)(1-(oxetan-3-ylmethyl)-1H-indol-6-yl)methanone FC1(CN(CCC1)C(=O)C1=CC=C2C=CN(C2=C1)CC1COC1)C=1SC(=NN1)C1=NC(=CC=C1)C(F)(F)F